CC1=CC2=C(C=N1)C(N(C2)C=2C=NC(=CC2)N[C@@H]2C[C@H](CC2)NC2=NN1C(C=C(C=C1)C(F)(F)F)=N2)=O 6-methyl-2-(6-(((1S,3S)-3-((7-(trifluoromethyl)-[1,2,4]triazolo[1,5-a]pyridin-2-yl)amino)cyclopentyl)amino)pyridin-3-yl)-1,2-dihydro-3H-pyrrolo[3,4-c]pyridin-3-one